Cl.ClC1=CC(=C(C=C1)C1=NN2C([C@H](N[C@H](C2)C)C)=C1C1=CC=NC=C1)F |&1:12| (4RS,6S)-2-(4-chloro-2-fluorophenyl)-4,6-dimethyl-3-(pyridin-4-yl)-4,5,6,7-tetrahydropyrazolo[1,5-a]pyrazine hydrogen chloride